Fmoc-(2S,5S)-5-amino-1,2,4,5,6,7-hexahydroazepino[3,2,1-Hi]indole-4-one-2-carboxylic acid C1CC2=C3C(=CC=C2)C[C@H](N3C(=O)[C@H]1NC(=O)OCC4C5=CC=CC=C5C6=CC=CC=C46)C(=O)O